NC1=CC(=C(C=C1)C1=CSC=2N=CN=C(C21)N)F 5-(4-amino-2-fluoro-phenyl)-thieno[2,3-d]pyrimidin-4-ylamine